ClC1=C(C(=C(C=C1OC)OC)Cl)C=1NC(C=2C=C(N=CC2C1)N[C@H]1[C@H](CNC1)NC(C=C)=O)=O N-((3S,4R)-4-((7-(2,6-dichloro-3,5-dimethoxyphenyl)-5-oxo-5,6-dihydro-2,6-naphthyridin-3-yl)amino)pyrrolidin-3-yl)acrylamide